ClC1=C(C=CC=C1)N1C(=NN=C1C1=NC=C(C=C1)OCC)C1CC(C1)NC(OC(C)(C)C)=O tert-butyl ((1S,3r)-3-(4-(2-chlorophenyl)-5-(5-ethoxypyridin-2-yl)-4H-1,2,4-triazol-3-yl)cyclobutyl)carbamate